O[C@@H]1C[C@H](N(C1)C([C@H](C(C)(C)C)N1N=NC(=C1)C=1C=NN(C1)C(C)C)=O)C(=O)NC (2S,4r)-4-hydroxy-1-[(2S)-2-[4-(1-isopropylpyrazol-4-yl)triazol-1-yl]-3,3-dimethyl-butyryl]-N-methyl-pyrrolidine-2-carboxamide